O1CCC(CC1)OC1=NC=CC(=C1)CN (2-((tetrahydro-2H-pyran-4-yl)oxy)pyridin-4-yl)methylamine